ClC1=NN(C=C1C=1N(N=CC1)C)C1=CC=CC=C1 3-chloro-4-(2-methylpyrazol-3-yl)-1-phenyl-pyrazole